isopropyl 2-nitro-α-cyanocinnamate [N+](=O)([O-])C1=C(C=C(C(=O)OC(C)C)C#N)C=CC=C1